Cl.Cl.N[C@H](C(=O)NC1=CC(=C(C=C1)C1=CC(=NC=C1C)C)F)C(C1=CC=CC=C1)C1=CC=CC=C1 (S)-2-amino-N-(4-(2,5-dimethylpyridin-4-yl)-3-fluorophenyl)-3,3-diphenylPropionamide dihydrochloride